O1C(=CC=2C1=C1C3(NCNC1=CC2)CCCCC3)C(=O)N 7',8'-dihydro-6'H-spiro[cyclohexane-1,9'-furo[2,3-f]quinazoline]-2'-carboxamide